1-[3-(4-Chloro-2-methyl-2H-pyrazol-3-yl)-4-methoxyphenyl]-3-(2,4-dichlorophenyl)-urea ClC1=C(N(N=C1)C)C=1C=C(C=CC1OC)NC(=O)NC1=C(C=C(C=C1)Cl)Cl